3-(1-(2-(1,3-dioxolan-2-yl)-4-fluorophenyl)-1H-pyrazole-5-carbonyl)-1-methyl-1H-pyrazole-5-carbonitrile O1C(OCC1)C1=C(C=CC(=C1)F)N1N=CC=C1C(=O)C1=NN(C(=C1)C#N)C